5-(tert-butyl)-N-(4-(2-(2,2-difluorocyclopropane-1-carboxamido)pyridin-4-yl)-2-methylbenzyl)-1,2,4-oxadiazole-3-carboxamide C(C)(C)(C)C1=NC(=NO1)C(=O)NCC1=C(C=C(C=C1)C1=CC(=NC=C1)NC(=O)C1C(C1)(F)F)C